5-Methoxy-2'-(5-phenyl-1H-imidazol-2-yl)-3,4'-bipyridine trifluoroacetate salt FC(C(=O)O)(F)F.COC=1C=C(C=NC1)C1=CC(=NC=C1)C=1NC(=CN1)C1=CC=CC=C1